C1(CC1)C1=CC(=CC(=N1)N1CC2=C(C=C(C=C2C1=O)C=O)C(F)(F)F)C1=C(C=CC=C1)C1=NN=CN1C 2-(6-Cyclopropyl-4-(2-(4-methyl-4H-1,2,4-triazol-3-yl)phenyl)pyridin-2-yl)-3-oxo-7-(trifluoromethyl)isoindoline-5-carbaldehyde